NC1=NN2C(N=CC=C2)=C1C(=O)NC(C)C=1C=C(C=2N(C1N1CCC(CC1)Br)C=NC2)Cl 2-Amino-N-{1-[5-(4-bromopiperidin-1-yl)-8-chloroimidazo[1,5-a]pyridin-6-yl]ethyl}pyrazolo[1,5-a]pyrimidine-3-carboxamide